[[5-chloro-2-[2-(hydroxymethyl)phenyl]sulfanyl-3-methylphenyl]methyl]-2-methyl-propane-2-sulfinamide ClC=1C=C(C(=C(C1)CCC(C)(S(=O)N)C)SC1=C(C=CC=C1)CO)C